tert-butyl 4-[2-benzyloxy-4-(2,6-dibenzyloxy-3-pyridyl)phenyl]piperazine-1-carboxylate C(C1=CC=CC=C1)OC1=C(C=CC(=C1)C=1C(=NC(=CC1)OCC1=CC=CC=C1)OCC1=CC=CC=C1)N1CCN(CC1)C(=O)OC(C)(C)C